ClC=1C2=C(N=CN1)NC(C(=C2)N2CCNCC2)=O 4-chloro-6-(piperazin-1-yl)pyrido[2,3-d]pyrimidin-7(8H)-one